(2-(2-methoxy-2-oxoethyl)phenyl)boronic acid COC(CC1=C(C=CC=C1)B(O)O)=O